C1(CC1)C(=O)NC1=NC=CC(=C1)C=1SC(=C(N1)OCC1CCN(CC1)CC1=CC(=CC=C1)[N+](=O)[O-])C(=O)NC 2-(2-(cyclopropanecarboxamido)pyridin-4-yl)-N-methyl-4-((1-(3-nitrobenzyl)piperidin-4-yl)methoxy)thiazole-5-carboxamide